FC1=CC2=C(N(CCO2)C(=O)C=2N=CC=3N(C2)C(=CN3)C=3C=CC(=NC3)NC(OC)=O)C=C1 methyl N-[5-[6-(7-fluoro-2,3-dihydro-1,4-benzoxazine-4-carbonyl)imidazo[1,2-a]pyrazin-3-yl]-2-pyridyl]carbamate